4-methylbenzo[4,5]imidazo[1,2-a]pyridine-3-carbaldehyde CC=1C=2N(C=CC1C=O)C1=C(N2)C=CC=C1